C(C1=CC=CC=C1)[C@@H]1N(C(OC1)=O)C1=CC(=CC(=N1)C(C)NC=1C(=NC(=CC1)F)C(=O)O)C 3-[1-[6-[(4S)-4-Benzyl-2-oxo-1,3-oxazolidin-3-yl]-4-methyl-2-pyridinyl]ethylamino]-6-fluoropyridine-2-carboxylic acid